10-(((S)-1-((2S,4R)-4-hydroxyl-2-((4-(4-methylthiazol-5-yl)benzyl)carbamoyl)pyrrolidin-1-yl)-3,3-dimethyl-1-oxobutan-2-yl)amino)-10-oxodecanoic acid O[C@@H]1C[C@H](N(C1)C([C@H](C(C)(C)C)NC(CCCCCCCCC(=O)O)=O)=O)C(NCC1=CC=C(C=C1)C1=C(N=CS1)C)=O